5-(sec-butyl)-2-(2,4-dimethylcyclohex-3-en-1-yl)-5-methyl-1,3-dioxane C(C)(CC)C1(COC(OC1)C1C(C=C(CC1)C)C)C